Ethyl 2-[(cycloheptyl-carbamoyl)oxy]-3-(1H-pyrazol-1-yl)propanoate C1(CCCCCC1)NC(=O)OC(C(=O)OCC)CN1N=CC=C1